COC1=CC=C(C=C1)N1N=C(C=C1C)N1CCNCC1 1-[1-(4-methoxyphenyl)-5-methyl-pyrazol-3-yl]piperazine